(R)-tert-butyl (1-(6-(N-methylacrylamido)isoquinolin-1-yl)pyrrolidin-3-yl)carbamate CN(C(C=C)=O)C=1C=C2C=CN=C(C2=CC1)N1C[C@@H](CC1)NC(OC(C)(C)C)=O